ClC1=CC=C(N=N1)N1C[C@@H](CC1)N(CCF)C1CCC1 (3R)-1-(6-chloropyridazin-3-yl)-N-cyclobutyl-N-(2-fluoroethyl)pyrrolidin-3-amine